ethyl 6-((1-((1-hydroxy-2-methylpropan-2-yl)sulfonyl)cyclopropyl)methyl)-1-(4-methoxybenzyl)-7-oxo-4,5,6,7-tetrahydro-1H-pyrazolo[3,4-c]pyridine-3-carboxylate OCC(C)(C)S(=O)(=O)C1(CC1)CN1C(C2=C(CC1)C(=NN2CC2=CC=C(C=C2)OC)C(=O)OCC)=O